tris(dimethylaminocyclopentadienyl)hafnium CN(C)C1(C=CC=C1)[Hf](C1(C=CC=C1)N(C)C)C1(C=CC=C1)N(C)C